N-(2-bromo-6-methoxyphenyl)-2,2,2-trifluoroacetamide BrC1=C(C(=CC=C1)OC)NC(C(F)(F)F)=O